[N+](=O)([O-])C1=C(C=CC=C1)N=N 2-(2-nitrophenyl)diazene